trifluorodibromo-chloroethane FC(C(Cl)(Br)Br)(F)F